N[SiH2]CC(C)(OC)CC1=CC=CC=C1 amino-2-benzyl-2-methoxypropyl-silane